2-(difluoromethyl)-5-(4-((4-(3-(4-ethylpiperazin-1-yl)phenyl)-1H-1,2,3-triazol-1-yl)methyl)-3-fluorophenyl)-1,3,4-oxadiazole FC(C=1OC(=NN1)C1=CC(=C(C=C1)CN1N=NC(=C1)C1=CC(=CC=C1)N1CCN(CC1)CC)F)F